C(C)OC(=O)C=1N=CN2C1N=C(C=C2CS(=O)(=O)C)N2[C@@H](COCC2)C (R)-2-(3-methylmorpholino)-4-((methylsulfonyl)methyl)imidazo[1,5-a]pyrimidine-8-carboxylic acid ethyl ester